CC(C)C1=C(C=C(C=C1O)CC=C)O 2-Propan-2-yl-5-prop-2-enylbenzene-1,3-diol